(2S,6S)-2-chloro-2'-cyclopropyl-6'-methyl-spiro[4,5-dihydrothieno[2,3-c]pyran-7,4'-piperidine] ClC1=CC2=C(S1)C1(CC(NC(C1)C)C1CC1)OCC2